N1(CCC1)C=1C=CC=2C3(C4=CC=C(C=C4OC2C1)N1CCC1)OC(C1=CC=C(C=C13)I)=O 3',6'-bis(azetidin-1-yl)-6-iodo-3H-spiro[isobenzofuran-1,9'-xanthen]-3-one